COC=1C=C2C(N3C(=NC2=CC1)C(=CC=C3)C(=O)O)=O 2-methoxy-11-oxo-11H-pyrido[2,1-b]Quinazoline-6-carboxylic acid